1-bromo-2,3-dichloro-5-fluorobenzene BrC1=C(C(=CC(=C1)F)Cl)Cl